3-(5-((3-(4-((4'-chloro-[1,1'-biphenyl]-2-yl)methyl)piperazin-1-yl)propyl)thio)-2-methyl-4-oxoquinazolin-3(4H)-yl)piperidine-2,6-dione ClC1=CC=C(C=C1)C1=C(C=CC=C1)CN1CCN(CC1)CCCSC1=C2C(N(C(=NC2=CC=C1)C)C1C(NC(CC1)=O)=O)=O